COC(CCC(C(=O)N)N1C(C2=CC=CC(=C2C1)OCCBr)=O)=O 5-amino-4-(4-(2-bromoethoxy)-1-oxoisoindol-2-yl)-5-oxopentanoic acid methyl ester